CN1C(=C(C2=CC(=C(C=C12)C(=O)O)C)CC(=O)N)CCCCC 1,5-dimethyl-2-pentyl-3-(2-amino-2-oxoethyl)-1H-indole-6-carboxylic acid